4-(3,3-dimethylbut-1-yn-1-yl)pyrrolo[1,2-a]quinoxaline-7-carboxylic acid CC(C#CC=1C=2N(C3=CC=C(C=C3N1)C(=O)O)C=CC2)(C)C